COC(=O)C1C(CCCC1=C)(C)C 2,2-Dimethyl-6-methylenecyclohexanecarboxylic acid (+-)-methyl ester